1,8-dimethyl-3,6-dithia-1,8-octanediol CC(CSCCSCC(O)C)O